C(CCCCC)N1CCC(=CC1)C1=CNC2=CC=CC=C12 3-(1-hexyl-1,2,3,6-tetrahydropyridin-4-yl)-1H-indole